FC(C1=CC=C(C=C1)N1CC(CC2=CC=CC=C12)NC(CC)=O)(F)F N-(1-(4-(trifluoromethyl)-phenyl)-1,2,3,4-tetrahydro-quinolin-3-yl)propionamide